3-Amino-6-bromo-5-trifluoromethyl-pyridine-2-carboxylic acid ((R)-3,3,3-trifluoro-2-hydroxy-2-methyl-propyl)-amide FC([C@](CNC(=O)C1=NC(=C(C=C1N)C(F)(F)F)Br)(C)O)(F)F